C(CCCCC)C(C(=O)OCC(COC(C(CCCCCCCC)CCCCCC)=O)N1CC2(C1)CCN(CC2)CCCCO)CCCCCCCC 2-(7-(4-hydroxybutyl)-2,7-diazaspiro[3.5]nonan-2-yl)propane-1,3-diyl bis(2-hexyldecanoate)